C(#N)C1=NN(C=C1)C1=CC=NC=2NC3=C(C=C(C=C3C21)F)NCC 4-(3-Cyanopyrazol-1-yl)-8-(ethylamino)-6-fluoro-9H-pyrido[2,3-b]indol